(1S,2R)-N-(6-((S)-1-cyanospiro[2.2]pentan-1-yl)isoquinolin-3-yl)-5-oxaspiro[2.4]heptane-1-carboxamide C(#N)[C@]1(CC12CC2)C=2C=C1C=C(N=CC1=CC2)NC(=O)[C@H]2CC21COCC1